[OH-].C(C1=CC=CC=C1)[N+](CCC)(CCC)C=CC benzylpropenyl-dipropylammonium hydroxide